ClC1=CC(=CC(=N1)N1CCN(CC1)S(=O)(=O)C1=CC=C(C=C1)N1C(OC(C1)CN1CC2(C1)CNC2)=O)C(F)(F)F 3-[4-[4-[6-Chloro-4-(trifluoromethyl)-2-pyridyl]piperazin-1-yl]sulfonylphenyl]-5-(2,6-diazaspiro[3.3]heptan-2-ylmethyl)oxazolidin-2-one